COC=1C=C(C=C(C1)OC)NC=1SC=C(N1)C(=O)N 2-((3,5-dimethoxyphenyl)amino)thiazole-4-carboxamide